FC1=CC2=C(N(C(=N2)N2C[C@H]([C@@H](CC2)F)N)CC=2SC(=NN2)C)C(=C1)F (3R,4R)-1-(5,7-Difluoro-1-((5-methyl-1,3,4-thiadiazol-2-yl)methyl)-1H-benzo[d]imidazol-2-yl)-4-fluoropiperidin-3-amin